[1,3]oxazolo[5,4-c]pyridin-2-one N1C(OC=2C=NC=CC21)=O